1,1,1,2,2,3,3,4,4,5,5,6,6-tridecafluoroOctane FC(C(C(C(C(C(CC)(F)F)(F)F)(F)F)(F)F)(F)F)(F)F